4-chloro-pyrrole ClC=1C=CNC1